COC=1C=C2C(=NC1)NC(=N2)CC#N 2-(6-methoxy-3H-imidazo[4,5-b]pyridin-2-yl)acetonitrile